CN([C@@H](CN(C(=O)N1CC(C2=NC(=CC=C21)C)(C)C)C)C2=CC=CC=C2)C (R)-N-(2-(dimethylamino)-2-phenylethyl)-N,3,3,5-tetramethyl-2,3-dihydro-1H-pyrrolo[3,2-b]pyridine-1-carboxamide